(S)-N-(2-fluoro-5-((2-(3-methylpyrrolidin-1-yl)ethyl)carbamoyl)phenyl)-2-(3-methoxy-1-methyl-1H-pyrazol-4-yl)-1H-pyrrolo[2,3-b]pyridine-5-carboxamide FC1=C(C=C(C=C1)C(NCCN1C[C@H](CC1)C)=O)NC(=O)C=1C=C2C(=NC1)NC(=C2)C=2C(=NN(C2)C)OC